1-(4'-sulfophenyl)-3-carboxy-5-pyrazolone S(=O)(=O)(O)C1=CC=C(C=C1)N1N=C(CC1=O)C(=O)O